ClC=1N=CN(C1)C1=C(C=C(C=C1)NC=1N=C2N(N1)CCN2C2=C(C(=C(C=C2)F)F)F)OC N-[4-(4-chloroimidazol-1-yl)-3-methoxy-phenyl]-4-(2,3,4-trifluorophenyl)-5,6-dihydroimidazo[1,2-b][1,2,4]triazol-2-amine